3-bromo-2,4-dihydroxybenzaldehyde BrC=1C(=C(C=O)C=CC1O)O